FC1=C(C=CC=C1C(F)(F)F)[C@@H](C)NC=1C2=C(C(NN1)=O)C=NC(=C2)N2CCN(CC2)C (R)-1-((1-(2-Fluoro-3-(trifluoromethyl)phenyl)ethyl)amino)-7-(4-methylpiperazin-1-yl)pyrido[3,4-d]pyridazin-4(3H)-one